dibutyl phthalate dibutyl-maleate C(CCC)/C(=C(/C(=O)O)\CCCC)/C(=O)O.C(C=1C(C(=O)OCCCC)=CC=CC1)(=O)OCCCC